C(C)(=O)C=1NCCSC1 5-ACETYL-2,3-DIHYDRO-1,4-THIAZINE